C(O)(O)=O.CC1=C(C(=NN1C(C)C)[C@]1(O)[C@H](O)[C@@H](O)[C@H](O)[C@H](O1)COC(=O)OCC)CC1=CC=C(C=C1)OC(C)C (5-methyl-4-[4-(1-methylethoxy) benzyl]-1-(1-methylethyl)-1H-pyrazol-3-yl 6-O-(ethoxycarbonyl)-β-D-glucopyranoside) carbonate